2-[2-[bis[(2,4-dimethoxyphenyl)methyl]amino]-4,6-dimethoxy-pyrimidin-5-yl]cyclopropanecarbonitrile COC1=C(C=CC(=C1)OC)CN(C1=NC(=C(C(=N1)OC)C1C(C1)C#N)OC)CC1=C(C=C(C=C1)OC)OC